5-(4-aminobenzylidene)-2,2-dimethyl-cyclopentanone NC1=CC=C(C=C2CCC(C2=O)(C)C)C=C1